tert-butyl 3-(2-(3-(6-morpholino-1H-benzo[d]imidazol-2-yl)-1H-indazole-5-carboxamido)ethyl)azetidine-1-carboxylate O1CCN(CC1)C=1C=CC2=C(NC(=N2)C2=NNC3=CC=C(C=C23)C(=O)NCCC2CN(C2)C(=O)OC(C)(C)C)C1